C(C)(=O)OCCCCCCCCCCC#C\C=C/CC (Z)-13-Hexadecen-11-yn-1-ol acetate